ClC1=C2C(=CNC2=C(C=C1)N1CCC(CC1)NC(=O)C1=NC=C(N=C1)N1CCC(CC1)CN1CCC(CC1)N1C=CC2=C(C=CC=C12)N1C(NC(CC1)=O)=O)C#N N-[1-(4-Chloro-3-cyano-1H-indol-7-yl)piperidin-4-yl]-5-[4-({4-[4-(2,4-dioxo-1,3-diazinan-1-yl)-1H-indol-1-yl]piperidin-1-yl}methyl)piperidin-1-yl]pyrazine-2-carboxamide